2-chloro-N-(3-chloro-4-fluorophenyl)-3-(2-(((1S,2R)-2-hydroxycyclopentyl)amino)-2-oxoacetyl)-5,6,7,8-tetrahydroindolizine-1-carboxamide ClC=1C(=C2CCCCN2C1C(C(=O)N[C@@H]1[C@@H](CCC1)O)=O)C(=O)NC1=CC(=C(C=C1)F)Cl